COC(=O)CC=1C(NC(N([C@H]2[C@H](O)[C@H](O)[C@@H](CO)O2)C1)=O)=O 5-methyloxycarbonylmethyluridine